C(C)(C)(CC)C1=CC2=C(C3=CC=CC=C3C(=C2C=C1)O)O 2-tert-amyl-9,10-dihydroxyanthracene